2-[1-[2,6-difluoro-4-(4-isobutylpyrimidin-2-yl)phenyl]-4-piperidinyl]acetic acid FC1=C(C(=CC(=C1)C1=NC=CC(=N1)CC(C)C)F)N1CCC(CC1)CC(=O)O